N-((S)-2-((3',5'-Dimethyl-[3,4'-bipyridin]-6-yl)amino)-1-((1r,4S)-4-methylcyclohexyl)-2-oxoethyl)-1-methyl-1H-pyrazole-5-carboxamide CC=1C=NC=C(C1C=1C=NC(=CC1)NC([C@H](C1CCC(CC1)C)NC(=O)C1=CC=NN1C)=O)C